di(3-nitrophenyl) disulfide [N+](=O)([O-])C=1C=C(C=CC1)SSC1=CC(=CC=C1)[N+](=O)[O-]